(R)-N-(4-((4-Methylpiperazin-1-yl)methyl)-3-(trifluoromethyl)phenyl)-5-((6-((tetrahydrofuran-3-yl)oxy)imidazo[1,2-b]pyridazin-3-yl)ethynyl)nicotinamide CN1CCN(CC1)CC1=C(C=C(C=C1)NC(C1=CN=CC(=C1)C#CC1=CN=C2N1N=C(C=C2)O[C@H]2COCC2)=O)C(F)(F)F